(R)-1-isopropylaziridine-2-carboxylic acid potassium salt [K+].C(C)(C)[N@@]1C(C1)C(=O)[O-]